sodium hexenedioate C(C=CCCC(=O)[O-])(=O)[O-].[Na+].[Na+]